C1(CCCCCC1)NC(OC1=CC(=C(C=C1)N(C)C)C=1C=NC=C(C1)C=1OC=NN1)=O 3-(5-(1,3,4-oxadiazol-2-yl)pyridin-3-yl)-4-(dimethylamino)phenyl cycloheptylcarbamate